tert-butyl 2-(3,3-difluorocyclopentyl)-1H-pyrrole-1-carboxylate FC1(CC(CC1)C=1N(C=CC1)C(=O)OC(C)(C)C)F